CC1(C2=NC=NC2=NC=N1)N 6-Methyladenine